(Z)-ethyl 2-(2-(3-amino-4,5-dimethoxyphenyl)hydrazino)propanoate NC=1C=C(C=C(C1OC)OC)NNC(C(=O)OCC)C